C(#N)C=1C=CC(=C(C1)C1=NNC=C1NC(=O)C=1C=NN2C1N=CC=C2)C N-(3-(5-cyano-2-methylphenyl)-1H-pyrazol-4-yl)pyrazolo[1,5-a]pyrimidine-3-carboxamide